(2S)-2-({2-[(tert-butoxy)carbonyl]-2,8-diazaspiro[4.5]decan-8-yl}carbonyl(methyl)amino)-3-methylbutanoic acid C(C)(C)(C)OC(=O)N1CC2(CC1)CCN(CC2)C(=O)N([C@H](C(=O)O)C(C)C)C